N1=C(C=CC=C1)N1C2=CC=CC=C2C=2C=CC(=CC12)O 9-(2-pyridyl)-9H-carbazole-2-ol